N-ethyl-2-(tetrahydro-2H-pyran-4-yl)-6-(6-(trifluoromethyl)picolinamido)imidazo[1,2-a]pyridine-7-carboxamide C(C)NC(=O)C1=CC=2N(C=C1NC(C1=NC(=CC=C1)C(F)(F)F)=O)C=C(N2)C2CCOCC2